phenyl-4-methylphenylmethanol C1(=CC=CC=C1)C(O)C1=CC=C(C=C1)C